7-(6-(1H-1,2,4-triazol-3-yl)pyridin-3-yl)-1-isopropyl-3,4-dihydropyrazino[2,3-b]pyrazin-2(1H)-one N1N=C(N=C1)C1=CC=C(C=N1)C1=CN=C2C(=N1)N(C(CN2)=O)C(C)C